(S)-3-Boc-amino-(6,6-dimethyl)piperidine Methyl-2-(2,4-dihydroxyphenyl)acetate COC(CC1=C(C=C(C=C1)O)O)=O.C(=O)(OC(C)(C)C)[C@@H]1CN(C(CC1)(C)C)N